4,7-difluoroindole FC1=C2C=CNC2=C(C=C1)F